6-(3-bromo-1-(3-chloropyridin-2-yl)-1H-pyrazole-5-carboxamido)-5-methyl-N-(1-oxidothietan-3-yl)pyrazolo[1,5-a]pyridine-7-carboxamide BrC1=NN(C(=C1)C(=O)NC=1C(=CC=2N(C1C(=O)NC1CS(C1)=O)N=CC2)C)C2=NC=CC=C2Cl